2-(3-(8-amino-6-(1,5-dimethyl-1H-pyrazol-4-yl)imidazo[1,2-a]pyrazin-3-yl)-4-methylphenyl)-1,1-difluoropropan-2-ol NC=1C=2N(C=C(N1)C=1C=NN(C1C)C)C(=CN2)C=2C=C(C=CC2C)C(C(F)F)(C)O